CC(C(=O)O)=CCC(=O)O 2-Methylglutaconic acid